O[C@@H](C(=O)NC)CN[C@@H](C)C1=CC=C(C=C1)S(=O)(=O)C (R)-2-hydroxy-N-methyl-3-(((S)-1-(4-(methylsulfonyl)phenyl)ethyl)amino)propanamide